OCCCCCC1=C(C2(CCC(C2C1)O)C(=C)C1=CC=CC=C1)C1=CC=CC=C1 Exo-5-(5-hydroxypentyl)-4-phenyl-3a-(1-phenylvinyl)-1,2,3,3a,6,6a-hexahydropentalen-1-ol